2-(1-(6-fluoroquinolin-4-yl)piperidin-4-yl)propionic acid ethyl ester C(C)OC(C(C)C1CCN(CC1)C1=CC=NC2=CC=C(C=C12)F)=O